(3R)-4-amino-N-((1s,2R)-2-cyanocyclopentyl)-3-methyl-N-((5-(trifluoromethyl)-2-pyridinyl)methyl)-1,3-dihydrofuro[3,4-c]quinoline-8-carboxamide NC1=NC=2C=CC(=CC2C2=C1[C@H](OC2)C)C(=O)N(CC2=NC=C(C=C2)C(F)(F)F)[C@@H]2[C@@H](CCC2)C#N